FC1=CC=C(C=C1)C(CCC(=O)C1=CC=C(C=C1)F)=O 1,4-bis(4-fluorophenyl)butane-1,4-dione